C(OC(CC1=CC=C(C=C1)[N+](=O)[O-])C1=CC=CC=C1)([O-])=O 4-nitrophenyl-(1-phenylethyl) carbonate